CC1(C(NC=2C1=NC=C(C2)C=2CCN(CC2)C(=O)OC(C)(C)C)=O)C tert-butyl 4-(3,3-dimethyl-2-oxo-2,3-dihydro-1H-pyrrolo[3,2-b]pyridin-6-yl)-3,6-dihydropyridine-1(2H)-carboxylate